C1(=CC=CC=C1)P(C1=NC2=CC=CC=C2C(=C1)C(F)F)(C1=CC=CC=C1)=O diphenyl-(4-difluoromethyl-quinoline-2-yl)phosphorus oxide